FC1=C(C=C(C=N1)NC(=O)C1=C(N(C(=C1C)C(C(=O)NC=1C=NC(=CC1)F)=O)C)C)C N-(6-fluoro-5-methylpyridin-3-yl)-5-(2-((6-fluoropyridin-3-yl)amino)-2-oxoacetyl)-1,2,4-trimethyl-1H-pyrrole-3-carboxamide